methyl (R)-6-(1-(4-fluorophenyl)ethyl)-5-((2-(pyrrolidin-1-yl)ethyl)amino)pyrazine-2-carboxylate FC1=CC=C(C=C1)[C@@H](C)C1=C(N=CC(=N1)C(=O)OC)NCCN1CCCC1